N-(4-((3-(4-methylfuran-2-yl)-3-phenethyl-pyrrolidin-1-yl)methyl)phenyl)acetamide CC=1C=C(OC1)C1(CN(CC1)CC1=CC=C(C=C1)NC(C)=O)CCC1=CC=CC=C1